Triglyceryl tristearate C(CCCCCCCCCCCCCCCCC)(=O)OCC(O)CO.C(CCCCCCCCCCCCCCCCC)(=O)OCC(O)CO.C(CCCCCCCCCCCCCCCCC)(=O)OCC(O)CO